tert-butyl ((S)-1-((1r,4S)-4-methylcyclohexyl)-2-oxo-2-((4-(tetrahydro-2H-pyran-4-yl)phenyl)amino)ethyl)carbamate CC1CCC(CC1)[C@@H](C(NC1=CC=C(C=C1)C1CCOCC1)=O)NC(OC(C)(C)C)=O